FC(OC=1C(=C(C=CC1)NC1=C(C(=O)OC)C=C(C(=C1)F)F)C=O)F methyl 2-((3-(difluoromethoxy)-2-formylphenyl) amino)-4,5-difluoro-benzoate